1-[3-[[4-[1-cyclopropyl-2-(4-methylsulfonylphenyl)pyrrolo[3,2-c]pyridin-6-yl]phenyl]methyl]-3,8-diazabicyclo[3.2.1]oct-8-yl]-2-methyl-propan-2-ol C1(CC1)N1C(=CC=2C=NC(=CC21)C2=CC=C(C=C2)CN2CC1CCC(C2)N1CC(C)(O)C)C1=CC=C(C=C1)S(=O)(=O)C